CC1=CC=C(CC(C(=O)C2=CC=C(C=C2)N2CCOCC2)(CC)N(C)C)C=C1 2-(4-methylbenzyl)-2-(dimethylamino)-1-(4-morpholinylphenyl)-1-butanone